N1(C=NC=C1)CCCCN1CCC(CC1)(CC(=O)OCC)CC(=O)OCC diethyl 2,2'-(1-(4-(1H-imidazol-1-yl)butyl)piperidine-4,4-diyl)diacetate